N-(4-(4-ethylpiperazin-1-yl)-3,5-difluorophenyl)-4-(3-phenylisoxazolidin-2-yl)-5-(trifluoromethyl)pyrimidin-2-amine C(C)N1CCN(CC1)C1=C(C=C(C=C1F)NC1=NC=C(C(=N1)N1OCCC1C1=CC=CC=C1)C(F)(F)F)F